NCCN1C(SC(C1=O)=CCCC1=CC=C(C=C1)OCCCC)=O 3-(2-amino-ethyl)-5-[3-(4-butoxyl-phenyl)-propylidene]-thiazolidine-2,4-dione